2-(2-chlorobenzoylamino)-3-(1,2-dihydro-2-oxo-4-quinolyl)propionic acid ClC1=C(C(=O)NC(C(=O)O)CC2=CC(NC3=CC=CC=C23)=O)C=CC=C1